Sulfoisooxazole S(=O)(=O)(O)C1=NOC=C1